N-((2-nitrophenyl)sulfonyl)-5,5-diphenyl-4,5-dihydro-isoxazole-3-carboxamide [N+](=O)([O-])C1=C(C=CC=C1)S(=O)(=O)NC(=O)C1=NOC(C1)(C1=CC=CC=C1)C1=CC=CC=C1